ClC=1C=C(C=NC1C#N)OC1C(C(C1(C)C)NC(=O)C=1N=NC(=CC1)N1CCC(CC1)CO)(C)C N-((1r,3r)-3-((5-Chloro-6-cyanopyridin-3-yl)oxy)-2,2,4,4-tetramethylcyclobutyl)-6-(4-(hydroxymethyl)piperidin-1-yl)pyridazine-3-carboxamide